propynoamide C(C#C)(=O)N